(2R,6R)-6-methyl-N-(2-morpholinoethyl)-4-[8-(trifluoromethyl)-5-quinolyl]morpholine-2-carboxamide C[C@H]1O[C@H](CN(C1)C1=C2C=CC=NC2=C(C=C1)C(F)(F)F)C(=O)NCCN1CCOCC1